ClC1=C(NC2=CC=CC=C12)C(=O)N1C[C@H](CC1)C(=O)NC1=CC(=C(C=C1)F)Cl (S)-1-(3-chloro-1H-indole-2-carbonyl)-N-(3-chloro-4-fluoro-phenyl)pyrrolidine-3-carboxamide